tert-hexyl thiol C(C)(C)(CCC)S